2-METHYLFURAN-3-BORONIC ACID CC=1OC=CC1B(O)O